2-(2,6-dioxopiperidin-3-yl)-5-(5-((1-(4-(1-(4-hydroxyphenyl)-2-phenylbut-1-en-1-yl)phenyl)piperidin-4-yl)methyl)-2,5-diazabicyclo[2.2.2]octan-2-yl)isoindoline-1,3-dione O=C1NC(CCC1N1C(C2=CC=C(C=C2C1=O)N1C2CN(C(C1)CC2)CC2CCN(CC2)C2=CC=C(C=C2)C(=C(CC)C2=CC=CC=C2)C2=CC=C(C=C2)O)=O)=O